N.C(C=C)(=O)O acrylic acid ammonia salt